(R)-3-Fluoro-2-((R)-3-methylmorpholin-4-yl)-6-trifluoromethyl-9-(3-trifluoromethyl-[1,2,4]oxadiazol-5-yl-methyl)-6,7,8,9-tetrahydro-pyrimido[1,2-a]-pyrimidin-4-one FC1=C(N=C2N(C1=O)[C@H](CCN2CC2=NC(=NO2)C(F)(F)F)C(F)(F)F)N2[C@@H](COCC2)C